7-naphthyl-dithiol C1=CC=CC2=CC=C(C=C12)C1SSC=C1